C(C1=CC=CC=C1)OC=1C(=C(C(=CC1)C)C1=C2C(=NC(=C1)C(=O)O)N(C=C2C#N)CC)C 4-(3-benzyloxy-2,6-dimethyl-phenyl)-3-cyano-1-ethyl-pyrrolo[2,3-b]pyridine-6-carboxylic acid